BrC1=CC=C(C=C1)N1C(C=CC1=O)=O 1-(4-bromophenyl)-1H-pyrrole-2,5-dione